(R)-7-(4-bromo-3-(trifluoromethyl)benzoyl)-2-(3,5-dimethyl-1H-pyrazol-1-yl)-6-methyl-3-(5-(methylamino)pyrimidin-2-yl)-5,6,7,8-tetrahydropyrido[3,4-d]pyrimidin-4(3H)-one BrC1=C(C=C(C(=O)N2CC=3N=C(N(C(C3C[C@H]2C)=O)C2=NC=C(C=N2)NC)N2N=C(C=C2C)C)C=C1)C(F)(F)F